ClC=1C=CC(=NC1C(F)(F)F)[C@H](NC(=O)N1[C@@H](C(NCC1)=O)C)[C@@H]1C[C@H](C1)C(F)(F)F |o1:11| (2R)-N-((R or S)-(5-chloro-6-(trifluoromethyl)pyridin-2-yl)(trans-3-(trifluoromethyl)-cyclobutyl)methyl)-2-methyl-3-oxopiperazine-1-carboxamide